1-(2-Amino-3-bromo-4-methoxyphenyl)-2-chloroethan-1-one NC1=C(C=CC(=C1Br)OC)C(CCl)=O